4-(3-chloro-5-methylphenyl)-1-(4-(3,4-dichlorophenyl)-5-(isopropylthio)thiazol-2-yl)-3-methyl-1H-pyrazole-5-carboxylic acid ClC=1C=C(C=C(C1)C)C=1C(=NN(C1C(=O)O)C=1SC(=C(N1)C1=CC(=C(C=C1)Cl)Cl)SC(C)C)C